5-fluoro-7-(2-(4-(1-(4-nitrophenyl)azetidin-3-yl)piperazin-1-yl)ethoxy)-2-(((tetrahydro-2H-pyran-4-yl)thio)methyl)quinazolin-4(3H)-one FC1=C2C(NC(=NC2=CC(=C1)OCCN1CCN(CC1)C1CN(C1)C1=CC=C(C=C1)[N+](=O)[O-])CSC1CCOCC1)=O